[Si](C)(C)(C(C)(C)C)O[C@@H]1C[C@H](N(C1)C(=O)OCC1=CC=CC=C1)C(=O)OC 1-benzyl 2-methyl (2S,4R)-4-((tert-butyldimethylsilyl)oxy)pyrrolidine-1,2-dicarboxylate